5-chloro-2-vinylvaleric acid ClCCCC(C(=O)O)C=C